NC1=C(C=C(N=N1)C1=C(C=CC=C1)O)N1CC(C1)OC1=CC(=NC=C1)C=C o-{6-amino-5-[3-(2-vinyl-4-pyridyloxy)-1-azetidinyl]-3-pyridazinyl}phenol